FC(C(F)(F)F)(O[Si](OC(C(F)(F)F)(F)F)(OC(C(F)(F)F)(F)F)C(C(C(C(C(C(C(C(C(C(C(C(C(C(C(C(F)(F)F)(F)F)(F)F)(F)F)(F)F)(F)F)(F)F)(F)F)(F)F)(F)F)(F)F)(F)F)(F)F)(F)F)(F)F)(F)F)F perfluorohexadecyl-triethoxysilane